benzotriazol-1-yl-oxytripyrrolidinyl-phosphonium hexafluorophosphate F[P-](F)(F)(F)(F)F.N1(N=NC2=C1C=CC=C2)O[P+](N2CCCC2)(N2CCCC2)N2CCCC2